Cl.C(CCCC)N1CCC(CC1)CC(=O)O 2-[1-pentylpiperidin-4-yl]Acetic acid, hydrochloride salt